ClC1=CC=C2C(=N1)N=C(O2)N2CCN(CC2)C(=O)C=2C=NC(=C(C2)C)C=2C=NN(C2)CC(C)(C)C [4-(5-chloro-[1,3]oxazolo[4,5-b]pyridin-2-yl)piperazin-1-yl]-[6-[1-(2,2-dimethylpropyl)pyrazol-4-yl]-5-methylpyridin-3-yl]methanone